Bis[2,4-di-tert-butylphenyl]pentaerythritol diphosphite OP(O)OP(O)O.C(C)(C)(C)C1=C(C=CC(=C1)C(C)(C)C)C(O)(C(CO)(CO)CO)C1=C(C=C(C=C1)C(C)(C)C)C(C)(C)C